BrC1=C(C=CC=C1)CC1OCC(CO1)=O 2-[(2-bromophenyl)methyl]-1,3-dioxan-5-one